CC(=O)N(C)C.[Na] Sodium trimethylformamide